FC1CN(CC1)C1=NC(=NC(=C1)C1=CC(=CC=C1)OC)N 4-(3-Fluoropyrrolidin-1-yl)-6-(3-methoxyphenyl)pyrimidin-2-amine